C1(=CC=CC=C1)C=1C(=C(C(=C2C1N=C1C=CC3=C4C=CC=CC4=NC3=C12)C1=CC=CC=C1)C1=NN=NC(=C1C1=CC=CC=C1)C1=CC=CC=C1)C1=CC=CC=C1 diphenyl-(Diphenyltriazineyl)phenylindolocarbazole